ClC=1C=C(C=CC1)C(C(C1=CC=CC=C1)OC(N[C@H](C(=O)N[C@H](CO)C[C@H]1C(NCC1)=O)CC(C)C)=O)(C)C ((S)-1-(((S)-1-hydroxy-3-((S)-2-oxopyrrolidin-3-yl)propan-2-yl)amino)-4-methyl-1-oxopentan-2-yl)carbamic acid 2-(3-chlorophenyl)-2-methyl-1-phenylpropyl ester